NC1=NC=CC=C1C1=NC=2C(=NC(=C(C2)C)C2=CC=CC=C2)N1C1=CC=C(C=C1)C1CN(C1)C[C@@H]1CC[C@H](CC1)C(=O)OC trans-methyl 4-[[3-[4-[2-(2-amino-3-pyridyl)-6-methyl-5-phenyl-imidazo[4,5-b]pyridin-3-yl]phenyl]azetidin-1-yl]methyl]cyclohexanecarboxylate